COC(=O)C=1C=C2C=C(C(=NC2=CC1)Cl)C 2-Chloro-3-methylquinoline-6-carboxylic acid methyl ester